C(C)(C)(C)OC(C(CC1=NC(=NO1)CCCCCCC(CF)(F)F)P(=O)(OCC)OCC)=O.NC1=NC=C(N=C1C1=NC=CC=C1C#N)C=CC1=CC=C(C=C1)O 2-amino-3-(3-cyanopyridyl)-5-(4-hydroxystyryl)pyrazine tert-butyl-2-(diethoxyphosphoryl)-3-(3-(7,7,8-trifluorooctyl)-1,2,4-oxadiazol-5-yl)propanoate